ClC1=NC(=C2N(C=NC2=N1)CC1=CC=CC=C1)Cl 2,6-dichloro-7-benzyl-7H-purine